N-(1H-Benzo[d]imidazol-6-yl)thiophene-2-sulfonamide N1C=NC2=C1C=C(C=C2)NS(=O)(=O)C=2SC=CC2